C[Si](C=1SC2=C(N1)C=CC=C2)(C)C 2-(trimethylsilyl)benzothiazole